[C@H](C)(CC)[C@@H]1N(CC2=C(NC1=O)C=NC=C2F)C(=O)C=2C=NN(C2)C (S)-3-((S)-sec-butyl)-6-fluoro-4-(1-methyl-1H-pyrazole-4-carbonyl)-1,3,4,5-tetrahydro-2H-pyrido[3,4-e][1,4]Diazepin-2-one